S1C(=CC=C1)C[C@@H](N)C(=O)O β-2-thienyl-D-alanine